C1(CC1)C1=CC=2N(C(C(=C(N2)C(F)(F)F)I)=O)C=C1 8-cyclopropyl-3-iodo-2-(trifluoromethyl)pyrido[1,2-a]pyrimidin-4-one